C1(CCCCCCC1)C(C(=O)NC1=CC=C2C(=C1)NC([C@@]21C[C@H](OCC1)C)=O)NC(=O)C=1N(N=CC1)C N-(1-cyclooctyl-2-{[(2'R,3S)-2'-methyl-2-oxospiro[indoline-3,4'-tetrahydropyran]-6-yl]-amino}-2-oxoethyl)-2-methylpyrazole-3-carboxamide